N'-(2-ethylphenyl)-6-(2-methylsulfanylphenyl)-4-[[(3S)-tetrahydrofuran-3-yl]amino]pyrrolo[1,2-b]pyridazine-3-carboxamidine C(C)C1=C(C=CC=C1)N=C(N)C1=C(C=2N(N=C1)C=C(C2)C2=C(C=CC=C2)SC)N[C@@H]2COCC2